N,N,N',N'-tetra(pyridin-2-yl-methyl)ethylenediamine N1=C(C=CC=C1)CN(CCN(CC1=NC=CC=C1)CC1=NC=CC=C1)CC1=NC=CC=C1